1,3-di(2-thienyl)1,3-propanedione S1C(=CC=C1)C(CC(=O)C=1SC=CC1)=O